3-bromo-1-[(3,4-dimethoxyphenyl)methyl]piperidine-2,6-dione BrC1C(N(C(CC1)=O)CC1=CC(=C(C=C1)OC)OC)=O